6-(3-chloro-2-fluoro-6-methylphenyl)-N-(1-((S or R)-1-(4-methyl-2-((1R,5S)-2-oxo-3-azabicyclo[3.1.0]hex-3-yl)pyrimidin-5-yl)ethyl)-1H-pyrazol-4-yl)pyrazine-2-carboxamide ClC=1C(=C(C(=CC1)C)C1=CN=CC(=N1)C(=O)NC=1C=NN(C1)[C@@H](C)C=1C(=NC(=NC1)N1C([C@@H]2C[C@@H]2C1)=O)C)F |o1:22|